8-azabicyclo[5.4.0]-7-undecene C12CCCCCC2=NCCC1